N-hydroxy-2,2-dimethyl-3-oxo-4-(3-phenoxybenzyl)-3,4-dihydro-2H-benzo[b][1,4]oxazine-6-carboxamide ONC(=O)C1=CC2=C(OC(C(N2CC2=CC(=CC=C2)OC2=CC=CC=C2)=O)(C)C)C=C1